(R)-1-(5-chloro-3-fluoropyridin-2-yl)-4-(4-chlorobenzyl)-3-(oxetan-3-ylmethyl)piperazine-2,5-dione ClC=1C=C(C(=NC1)N1C([C@H](N(C(C1)=O)CC1=CC=C(C=C1)Cl)CC1COC1)=O)F